4-(4-((4,4-Dimethylpiperidin-1-yl)methyl)phenyl)-9-(7H-pyrrolo[2,3-d]pyrimidin-4-yl)-1,4,9-triazaspiro[5.5]undecan-2-one CC1(CCN(CC1)CC1=CC=C(C=C1)N1CC(NC2(C1)CCN(CC2)C=2C1=C(N=CN2)NC=C1)=O)C